N-(3-(1H-1,2,4-triazol-3-ylthio)-4-hydroxynaphthalen-1-yl)-4-bromobenzenesulfonamide N1N=C(N=C1)SC=1C=C(C2=CC=CC=C2C1O)NS(=O)(=O)C1=CC=C(C=C1)Br